BrC1=CC=C(C=C1)C1(C(=C(C=C2NSN=C21)F)F)C2=CC=C(C=C2)Br 4,4-bis(4'-bromophenyl)-5,6-difluoro-[2,1,3]Benzothiadiazole